CC1(CC1)C1=CC=C(C=N1)NC(OCC=1C=C2C(N(CC2=CC1)C1C(NC(CC1)=O)=O)=O)=O (2-(2,6-dioxopiperidin-3-yl)-3-oxoisoindolin-5-yl)methyl (6-(1-methylcyclopropyl)pyridin-3-yl)carbamate